methyl 2-amino-4-(trifluoromethyl)thiophene-3-carboxylate NC=1SC=C(C1C(=O)OC)C(F)(F)F